(1R,3S)-3-(((5-(3-((R)-1-(5-(azetidin-3-ylamino)-2-methylbenzamido) ethyl)phenyl)thiophen-2-yl)methyl)amino)cyclopentyl L-valyl-L-valinate N[C@@H](C(C)C)C(=O)N[C@@H](C(C)C)C(=O)O[C@H]1C[C@H](CC1)NCC=1SC(=CC1)C1=CC(=CC=C1)[C@@H](C)NC(C1=C(C=CC(=C1)NC1CNC1)C)=O